N-(2,3-dihydrobenzofuran-3-yl)-3-(4-quinolinyloxy)benzamide O1CC(C2=C1C=CC=C2)NC(C2=CC(=CC=C2)OC2=CC=NC1=CC=CC=C21)=O